5-(2-Amino-5-fluoroquinazolin-7-yl)-3-hydroxy-2-isopropylphenyl dihydrogen phosphate P(=O)(OC1=C(C(=CC(=C1)C1=CC(=C2C=NC(=NC2=C1)N)F)O)C(C)C)(O)O